N-(azetidin-3-yl)-N-methylhydroxylamine trifluoroacetate FC(C(=O)O)(F)F.N1CC(C1)N(O)C